2-Chloro-4-(1H-1,2,4-triazol-1-yl)pyridine ClC1=NC=CC(=C1)N1N=CN=C1